NCC1=CC=C(C=C1)NC(=O)C1=CC2=C(OCCC3=C2SC=C3)C=C1C=1C(=NC(=CC1)C1CCCCC1)C(=O)OC methyl 3-(9-((4-(aminomethyl)phenyl)carbamoyl)-4,5-dihydrobenzo[b]thieno[2,3-d]oxepin-8-yl)-6-cyclohexylpicolinate